3-(4-Bromo-6-fluoro-1-(tetrahydro-2H-pyran-2-yl)-1H-indazol-5-yl)propan-1-ol BrC1=C2C=NN(C2=CC(=C1CCCO)F)C1OCCCC1